The molecule is a triglyceride obtained by acylation of the three hydroxy groups of glycerol by octanoic acid. Used as an alternative energy source to glucose for patients with mild to moderate Alzheimer's disease. It has a role as an anticonvulsant and a plant metabolite. It is a triglyceride and an octanoate ester. CCCCCCCC(=O)OCC(COC(=O)CCCCCCC)OC(=O)CCCCCCC